16-(4-tert-butylphenyl)-4-(pyrimidin-5-yl)-8,11,13,14,16-pentaazatetracyclo[8.6.0.02,7.011,15]-hexadec-1(10),2,4,6,8,12,14-heptaene C(C)(C)(C)C1=CC=C(C=C1)N1C2=NN=CN2C=2C=NC3=CC=C(C=C3C12)C=1C=NC=NC1